FC1(CCN(CC1)C=1C=C2CCNCC2=CC1)F 6-(4,4-Difluoropiperidin-1-yl)-1,2,3,4-tetrahydroisoquinoline